C(C)(C)[O-].[Al+3].C(C)(C)[O-].C(C)(C)[O-] aluminum isopropanolate